p-(3-ethyl-1-methyl-4-morpholino-1H-1,2,5,7-tetraazainden-6-yl)benzoic acid C(C)C1=NN(C2=NC(=NC(=C12)N1CCOCC1)C1=CC=C(C(=O)O)C=C1)C